BrC=1C=C2CCN(C(C2=CC1)=O)CC(=O)OCC ethyl (6-bromo-1-oxo-3,4-dihydro-1H-isoquinolin-2-yl)-acetate